C1=CC2=C(C=C1O)C(=CN2)CC=O 5-Hydroxyindoleacetaldehyde